5-((1-(3,5-bis(trifluoromethyl)benzyl)-4-hydroxypiperidin-4-yl)methyl)-1-(4-fluorophenyl)-1,5-dihydro-4H-pyrazolo[3,4-d]pyrimidin-4-one FC(C=1C=C(CN2CCC(CC2)(O)CN2C=NC3=C(C2=O)C=NN3C3=CC=C(C=C3)F)C=C(C1)C(F)(F)F)(F)F